(cyclopropylmethyl)-N-(2-methoxyethyl)-N-phenyl-1,2,3,4-tetrahydroisoquinolin-7-amine hydrochloride Cl.C1(CC1)CC1NCCC2=CC=C(C=C12)N(C1=CC=CC=C1)CCOC